tert-butyl (3S,4S)-4-(4-bromo-2-fluoro-phenyl)-3-hydroxy-piperidine-1-carboxylate BrC1=CC(=C(C=C1)[C@H]1[C@@H](CN(CC1)C(=O)OC(C)(C)C)O)F